benzyl 3-acetylpiperidine-1-carboxylate C(C)(=O)C1CN(CCC1)C(=O)OCC1=CC=CC=C1